C(CCCCCCCCCCCC)(=O)OCN1C(CCC2=CC=C(C=C12)CCN1CCN(CC1)C1=CC(=CC2=C1C=CS2)F)=O (7-(2-(4-(6-fluorobenzothiophen-4-yl)piperazin-1-yl)ethyl)-2-oxo-3,4-dihydroquinoline-1(2H)-yl)methyl tridecanoate